1-Phenethyl-3-(7-((pyridin-3-ylmethyl)amino)quinazolin-2-yl)urea C(CC1=CC=CC=C1)NC(=O)NC1=NC2=CC(=CC=C2C=N1)NCC=1C=NC=CC1